(Z,E)-Tetradeca-9,12-dienylacetat C(CCCCCCC\C=C/C\C=C\C)CC(=O)[O-]